2-((4-(7-(((2S,5R)-5-Aminotetrahydro-2H-pyran-2-yl)methyl)-2,7-diazaspiro[3.5]nonan-2-yl)pyrimidin-5-yl)oxy)-N-ethyl-5-fluoro-N-isopropylbenzamide, hydrochloride Cl.N[C@@H]1CC[C@H](OC1)CN1CCC2(CN(C2)C2=NC=NC=C2OC2=C(C(=O)N(C(C)C)CC)C=C(C=C2)F)CC1